FC1(CN(CC1)C1CCC(CC1)NC(=O)C=1C=CC2=C(C=3N(CCO2)C=NC3)C1)F N-((1r,4r)-4-(3,3-Difluoropyrrolidin-1-yl)cyclohexyl)-5,6-dihydrobenzo[f]imidazo[1,5-d][1,4]oxazepine-10-carboxamide